methyl 2-[bis(3-chloro-4-fluorophenyl)methyl]-1-{[2-(trimethylsilyl)ethoxy]methyl}-1H-imidazole-4-carboxylate ClC=1C=C(C=CC1F)C(C=1N(C=C(N1)C(=O)OC)COCC[Si](C)(C)C)C1=CC(=C(C=C1)F)Cl